6-hydroxymethyl-2H-benzofurane OCC1=CC2=C(CCO2)C=C1